C(C)(C)(C)C1=CC=CC=C1 tertiary-butylbenzene